2,2-Difluoro-7-(trifluoromethylthio)-2,3-dihydro-1H-indene-1,4-diol FC1(C(C=2C(=CC=C(C2C1)O)SC(F)(F)F)O)F